trans-1-(3-(2-(methoxycarbonyl)-1-methylcyclopropyl)phenyl)-6-(trifluoromethoxy)-1H-indole-2-carboxylic acid COC(=O)[C@H]1[C@](C1)(C)C=1C=C(C=CC1)N1C(=CC2=CC=C(C=C12)OC(F)(F)F)C(=O)O